methyl 2'-(difluoromethyl)-5'-methoxy-5-(1-methyl-1H-pyrazol-3-yl)-[3,4'-bipyridine]-2-carboxylate FC(C1=NC=C(C(=C1)C=1C(=NC=C(C1)C1=NN(C=C1)C)C(=O)OC)OC)F